Cl.C(C)(C)(C)OC(=O)N([C@@H](CC(C)C)C(=O)N1[C@H](CN(CC1)CCOC)C(=O)O)C (R)-1-(N-(tert-Butoxycarbonyl)-N-methyl-L-leucyl)-4-(2-methoxyethyl)piperazine-2-carboxylic acid hydrochloride